ClC1=NNC2=CC(=CC=C12)C1=NC2=C(N1[C@H](CC(=O)O)C(C)(C)C)C=C(C=C2)C(NC)=O (R)-3-(2-(3-chloro-1H-indazol-6-yl)-6-(methylcarbamoyl)-1H-benzo[d]imidazol-1-yl)-4,4-dimethylpentanoic acid